C1(=CC=CC=C1)S(=O)(=O)N1C=CC=2C1=NC=CC2 1-Benzenesulfonyl-1H-pyrrolo[2,3-b]pyridin